5-((4-aminophenyl)amino)-1,8-naphthyridin-2(1H)-one dihydrochloride Cl.Cl.NC1=CC=C(C=C1)NC1=C2C=CC(NC2=NC=C1)=O